(R)-4-phenylbutan-2-amine C1(=CC=CC=C1)CC[C@@H](C)N